O1CCOC12CCC(CC2)C2=CC=NC1=C2OCCN1C1C(NC(CC1)=O)=O 3-[8-(1,4-dioxaspiro[4.5]dec-8-yl)-2,3-dihydropyrido[3,2-b][1,4]oxazin-4-yl]piperidine-2,6-dione